FC(C=1C=C(C=C(C1)C(F)(F)F)[C@@H]1[C@@H](N(C(O1)=O)C(=O)NCC1CCCC2=CC=CC=C12)C)(F)F (4S,5R)-5-[3,5-bis(trifluoromethyl)phenyl]-4-methyl-2-oxo-N-(1,2,3,4-tetrahydronaphthalen-1-ylmethyl)-1,3-oxazolidine-3-carboxamide